tert-butyl 7-((1-(1-(1-((2-chloro-4-(trifluoromethyl)phenyl) carbamoyl)cyclobutyl)-1H-pyrazol-4-yl) piperidin-4-yl)methyl)-2,7-diazaspiro[3.5]nonane-2-carboxylate ClC1=C(C=CC(=C1)C(F)(F)F)NC(=O)C1(CCC1)N1N=CC(=C1)N1CCC(CC1)CN1CCC2(CN(C2)C(=O)OC(C)(C)C)CC1